COCOC1=CC=NC(=C1C(=O)[O-])C 4-(methoxymethoxy)-2-methylnicotinate